FC(C1=NC(=CC(=N1)NC1=NC=C(C(=C1)OC(F)(F)F)C=1C=NN(C1)C[C@H](C)NC)N)F (S)-2-(difluoromethyl)-N4-(5-(1-(2-(methylamino)propyl)-1H-pyrazol-4-yl)-4-(trifluoromethoxy)pyridin-2-yl)pyrimidine-4,6-diamine